(Z)-3-(4-ethylbenzylidene)-2-(methyl-[2-pyridyl]amino)-5-(trifluoromethyl)isoindolin-1-one C(C)C1=CC=C(\C=C\2/N(C(C3=CC=C(C=C23)C(F)(F)F)=O)N(C2=NC=CC=C2)C)C=C1